dimyristoyl-glyceramide C(CCCCCCCCCCCCC)(=O)C(C(C(=O)N)O)(O)C(CCCCCCCCCCCCC)=O